[1-(3-cyclopropanesulfonamido-2,6-difluorophenyl)-3-(dimethylamino)propyl]-5-(6-ethoxypyrazin-2-yl)-1,3-thiazole-2-carboxamide C1(CC1)S(=O)(=O)NC=1C(=C(C(=CC1)F)C(CCN(C)C)C=1N=C(SC1C1=NC(=CN=C1)OCC)C(=O)N)F